OC1=CC2=C(C=C(C(O2)=O)C(=O)NCCS(=O)(=O)C2=CC=C(C=C2)C)C=C1 7-hydroxy-N-(2-((4-methylphenyl)sulfonyl)ethyl)-2-oxo-2H-benzopyran-3-carboxamide